C(C1=CC=CC=C1)OCC1=C(N)C=C(C=C1)C 2-((benzyloxy)methyl)-5-methylaniline